N-[2-(2,4-Dihydroxy-5-methyl-benzoyl)isoindolin-4-yl]-N-[2-(4-pyridyl)ethyl]prop-2-enamide OC1=C(C(=O)N2CC3=CC=CC(=C3C2)N(C(C=C)=O)CCC2=CC=NC=C2)C=C(C(=C1)O)C